1-[bis(dimethylamino)methyl]-1H-benzotriazolium-3-oxide hexafluorophosphate F[P-](F)(F)(F)(F)F.CN(C)C([NH+]1N=[N+](C2=C1C=CC=C2)[O-])N(C)C